(R)-3-(3-chloro-4-fluorophenyl)-1-(2-(2-methoxyethoxy)ethyl)-1-(1-(1-methoxyisoquinolin-4-yl)ethyl)urea ClC=1C=C(C=CC1F)NC(N([C@H](C)C1=CN=C(C2=CC=CC=C12)OC)CCOCCOC)=O